O1N=CN=C1 [1,2,4]oxadiazol